3-iodo-4-methyl-N-(4-((4-methylpiperazin-1-yl)methyl)-3-(trifluoromethyl)phenyl)benzamide CC1=C(C=C(C=C1)C(=O)NC2=CC(=C(C=C2)CN3CCN(CC3)C)C(F)(F)F)I